benzyl ((1-benzyl-2,2-dioxido-3,4-dihydro-1H-benzo[c][1,2]thiazin-4-yl)methyl)carbamate C(C1=CC=CC=C1)N1S(CC(C2=C1C=CC=C2)CNC(OCC2=CC=CC=C2)=O)(=O)=O